4-((1-(4-(5-(trifluoromethyl)pyridin-2-yl)piperazine-1-carbonyl)cyclopentyl)amino)benzonitrile FC(C=1C=CC(=NC1)N1CCN(CC1)C(=O)C1(CCCC1)NC1=CC=C(C#N)C=C1)(F)F